OCCOC(C(=C)C)=O (hydroxy ethyl)methacrylate